3,4',5-biphenyl-tricarboxylic acid C1(=CC(=CC(=C1)C(=O)O)C(=O)O)C1=CC=C(C=C1)C(=O)O